((5-chloro-2-(5-(((cyclobutylmethoxy)carbonyl)oxy)-6-methylpyridin-2-yl)thiophen-3-yl)methyl)carboxylate ClC1=CC(=C(S1)C1=NC(=C(C=C1)OC(=O)OCC1CCC1)C)CC(=O)[O-]